[2-(4-cyclopropyl-6-ethoxy-pyrimidin-5-yl)-5H-pyrrolo[3,2-d]pyrimidin-7-yl]-[4-[1-methyl-4-(trifluoromethyl)imidazol-2-yl]phenyl]methanol C1(CC1)C1=NC=NC(=C1C=1N=CC2=C(N1)C(=CN2)C(O)C2=CC=C(C=C2)C=2N(C=C(N2)C(F)(F)F)C)OCC